C1(CC1)NC(=O)C=1C=C2C(=NC1)NC=C2C2=CC(=CC(=C2)CNC2=NC=CC=C2C(NC2=CC=C(C=C2)C(F)(F)F)=O)OC(C)C N-cyclopropyl-3-[3-(propan-2-yloxy)-5-{[(3-{[4-(trifluoromethyl)phenyl]carbamoyl}pyridin-2-yl)amino]methyl}phenyl]-1H-pyrrolo[2,3-b]pyridine-5-carboxamide